5-(3,5-dimethoxybenzyl)-8-ethyl-3-(morpholin-4-yl)-5,8,9,10-tetrahydro-6H-pyrido[2,3-e]pyrimido[1,2-c]pyrimidin-6-one COC=1C=C(CN2C(N3C(C4=C2C=C(C=N4)N4CCOCC4)=NCCC3CC)=O)C=C(C1)OC